(S)-3-(3-(1,6-dimethyl-4-oxo-2-oxo-1,2-dihydropyridin-3-yl)ureido)-3-(4-fluoro-3'-methoxybiphenyl-3-yl)propanoic acid CN1C(C(C(C=C1C)=O)NC(N[C@@H](CC(=O)O)C=1C=C(C=CC1F)C1=CC(=CC=C1)OC)=O)=O